C(CCCCCCCC)N(CCN(CC(=O)N(CCNC)C)CCCCCCCCC)CCCCCCCCC 2-((2-(Dinonylamino)ethyl)(nonyl)amino)-N-methyl-N-(2-(methylamino)ethyl)acetamide